C1(CC1)COC=1C=CC2=C(N=C(NC2=O)CSC2CCNCC2)N1 7-(Cyclopropylmethoxy)-2-((piperidin-4-ylthio)methyl)pyrido[2,3-d]pyrimidin-4(3H)-one